CC1=NC(=CC(=C1)C=1NC2=CC=C(C=C2C1C(C)C)OC1CCN(CC1)CC(=O)O)C 2-(4-((2-(2,6-dimethylpyridin-4-yl)-3-isopropyl-1H-indol-5-yl)oxy)piperidin-1-yl)acetic acid